FC(C(F)(F)F)C(COC(COC=C)C)S(=O)(=O)O tetrafluoroethyl-3,6-dioxa-4-methyl-7-octenesulfonic acid